(R)-6-phenyl-1,3-oxazinan C1(=CC=CC=C1)[C@H]1CCNCO1